[O-2].[Al+3].[Ca+2] calcium-aluminum oxide